2-Glycidylphenylglycidylether C(C1CO1)C1=C(C=CC=C1)C(C1CO1)OC(C1CO1)C1=C(C=CC=C1)CC1CO1